The molecule is an ammonium ion derivative. It is a conjugate base of a hydrabamine(2+). It is a conjugate acid of a hydrabamine. CC(C)C1=CC2=C(C=C1)[C@]3(CCC[C@@]([C@@H]3CC2)(C)C[NH2+]CCNC[C@@]4(CCC[C@]5([C@H]4CCC6=C5C=CC(=C6)C(C)C)C)C)C